p-cresolate C1(=CC(=CC=C1O)C)C(=O)[O-]